Bis(4-hydroxy butyl) terephthalate C(C1=CC=C(C(=O)OCCCCO)C=C1)(=O)OCCCCO